N-2-hexyl-methacrylamide CC(CCCC)NC(C(=C)C)=O